benz(e)indolium C1=C[NH2+]C=2C=CC3=C(C12)C=CC=C3